CC1(OC=2C=C(C=C(C2C2C1CC=C(C2)C)O)CC#CCCCCC)C 6,6,9-Trimethyl-3-oct-2-ynyl-6a,7,10,10a-tetrahydrobenzo[c]chromen-1-ol